3-bromo-5-(2-methyl-propane-2-sulfonyl)-pyrazolo[1,5-a]pyridine BrC=1C=NN2C1C=C(C=C2)S(=O)(=O)C(C)(C)C